N-((7-(5-(difluoromethyl)-1,3,4-oxadiazol-2-yl)imidazo[1,2-a]pyridin-2-yl)methyl)-N-(3-fluorophenyl)-4-(2-oxaspiro[3.3]heptan-6-yl)piperazine-1-sulfonamide FC(C1=NN=C(O1)C1=CC=2N(C=C1)C=C(N2)CN(S(=O)(=O)N2CCN(CC2)C2CC1(COC1)C2)C2=CC(=CC=C2)F)F